FC(C1=CC=C(CSC=2OC3=C(N2)C=CC=C3)C=C1)(F)F ((4-(trifluoromethyl)benzyl)thio)benzo[d]oxazole